ClCC(F)(F)F.[Zn] zinc chlorotrifluoroethane